O[C@H](C(=O)N[C@H]1CN(C[C@H](C1)C)C1=C2C=CC=NC2=C(C=C1)C(=O)N)C(C)C 5-[(3R,5S)-3-[(2S)-2-hydroxy-3-methylbutyrylamino]-5-methylpiperidin-1-yl]Quinoline-8-carboxamide